FC=1C=C2C(=NC(=NC2=CC1)NC1=C(C=C(C=C1)F)F)NC1=NNC(=C1)C 6-fluoro-N2-(2,4-difluorophenyl)-N4-(5-methyl-1H-pyrazol-3-yl)quinazoline-2,4-diamine